ClC1=C(C=C(OCC(=O)O)C=C1)F 2-(4-chloro-3-fluorophenoxy)acetic acid